(3aR,6R,6aR)-6-(3-methoxyphenyl)-2,2-dimethyltetrahydro-4H-cyclopenta[d][1,3]dioxol-4-one COC=1C=C(C=CC1)[C@H]1CC([C@H]2[C@@H]1OC(O2)(C)C)=O